[Cl-].CC1(COPOC1)C 5,5-dimethyl-1,3,2-dioxaphosphorinane chloride